5-Bromo-6-methoxy-1H-indole-2-carbonitrile BrC=1C=C2C=C(NC2=CC1OC)C#N